carbanate Dihydrate O.O.C(=O)O